7-Hydroxy-3'-acetoxy-4'-methoxyisoflavone OC1=CC=C2C(C(=COC2=C1)C1=CC(=C(C=C1)OC)OC(C)=O)=O